(S)-2-(1-methyl-1H-pyrazol-4-yl)-N-(3-(1-((1-methyl-1H-pyrazolo[3,4-b]pyrazin-6-yl)amino)ethyl)phenyl)acetamide CN1N=CC(=C1)CC(=O)NC1=CC(=CC=C1)[C@H](C)NC1=CN=C2C(=N1)N(N=C2)C